FC1(CC1)S(=O)(=O)N[C@@H]1[C@@H](C=2C(N(C=NC2CC1)C(C)C)=O)CC=1C(=C(C=CC1)C1=CC(=CC(=C1)F)F)F 1-fluoro-N-{(5R,6S)-4-oxo-3-(propan-2-yl)-5-[(2,3',5'-trifluoro[1,1'-biphenyl]-3-yl)methyl]-3,4,5,6,7,8-hexahydroquinazolin-6-yl}cyclopropane-1-sulfonamide